ClC1=C(C=CC(=C1)F)C1=C(C(N(N=C1C1=C(C=CC(=C1)C)Cl)C)=O)C 5-(2-chloro-4-fluorophenyl)-6-(2-chloro-5-methylphenyl)-2,4-dimethyl-3(2H)-pyridazinone